C(N)(OC1=CC(=C(C=C1)F)C(F)F)=O 3-(difluoromethyl)-4-fluorophenyl carbamate